ClC=1C=NC(=C(C(=O)NC2CCC(CC2)CN2C(N(C3=NC=CC=C32)C=3C=C2C=C(NC2=CC3)CO)=O)C1)C(F)F 5-chloro-2-(difluoromethyl)-N-((1r,4r)-4-((3-(2-(hydroxy-methyl)-1H-indol-5-yl)-2-oxo-2,3-dihydro-1H-imidazo[4,5-b]pyridin-1-yl)methyl)cyclohexyl)nicotinamide